(2S,5R)-2-(1-(4-bromophenyl)-3-(4-fluorophenyl)-1H-pyrazol-4-yl)-3-(4-methoxyphenethyl)-5-methyloxazolidin-4-one BrC1=CC=C(C=C1)N1N=C(C(=C1)[C@@H]1O[C@@H](C(N1CCC1=CC=C(C=C1)OC)=O)C)C1=CC=C(C=C1)F